Cysteine sodium dihydrogen phosphate P(=O)(O)(O)[O-].[Na+].N[C@@H](CS)C(=O)O